CC1=C(N)C(=CC=C1C)COCC(F)(F)F 2,3-dimethyl-6-((2,2,2-trifluoroethoxy)methyl)aniline